4-(bromomethyl)-3-(methoxycarbonyl)-5-(trifluoromethyl)-benzoic acid BrCC1=C(C=C(C(=O)O)C=C1C(F)(F)F)C(=O)OC